CC1=CC=CC(=N1)C=1N=C2N(CCN2)C1C=1C=CC(OC1)=O 5-(6-(6-Methylpyridin-2-yl)-2,3-dihydro-1H-imidazo[1,2-a]imidazol-5-yl)-2H-pyran-2-one